ClC=1C(=CC=C2N=CC(=NC12)C=1C=NN(C1)CC1CC(C1)O)OC=1C=CC2=C(NC(=N2)C)C1 3-((4-(8-chloro-7-((2-methyl-1H-benzo[d]imidazol-6-yl)oxy)quinoxalin-2-yl)-1H-pyrazol-1-yl)methyl)cyclobutanol